diethyl 2-(2-methylpent-4-en-2-yl)malonate CC(C)(CC=C)C(C(=O)OCC)C(=O)OCC